BrC1=C(C=C(C(=O)OC)C=C1)\N=C/1\C(=NSS1)Cl Methyl (Z)-4-bromo-3-((4-chloro-5H-1,2,3-dithiazol-5-ylidene)amino)benzoate